6-(4-((3-(hydroxymethyl)-5-(4-methyl-1-oxo-1,3-dihydroisobenzofuran-5-yl)piperazin-1-yl)methyl)-1H-1,2,3-triazol-1-yl)-4-methylnicotinonitrile OCC1CN(CC(N1)C=1C(=C2COC(C2=CC1)=O)C)CC=1N=NN(C1)C1=NC=C(C#N)C(=C1)C